NC=1C2=C(N=C(N1)NCCCN1CCS(CC1)(=O)=O)N=C(C=C2C)C 4-(3-((4-amino-5,7-dimethylpyrido[2,3-d]pyrimidin-2-yl)amino)propyl)thiomorpholine 1,1-dioxide